BrC=1C=C(C=C(C1)F)C1(CC(C1)C)C(=O)NN 1-(3-bromo-5-fluorophenyl)-3-methylcyclobutane-1-carbohydrazide